N=1N=CN2N=C(C=C(C21)N)N [1,2,4]triazolo[4,3-b]pyridazine-6,8-diamine